(R)-4-(5-(1-phenyl-2,3-dihydro-1H-benzo[d]pyrrolo[1,2-a]imidazol-7-yl)pyrimidin-2-yl)tetrahydro-2H-pyran-4-ol C1(=CC=CC=C1)[C@H]1CCC=2N1C1=C(N2)C=CC(=C1)C=1C=NC(=NC1)C1(CCOCC1)O